6-(3-hydroxypyrrolidin-1-yl)pyrimidin OC1CN(CC1)C1=CC=NC=N1